FC=1C(=C(C=CC1F)[C@H]1[C@@H](O[C@]([C@H]1C)(C(F)(F)F)C)C(=O)N[C@@H]1[C@H](C1)C=1C=NN(C1)C)OC |o1:8,9,11,12| rel-(2R,3S,4S,5R)-3-(3,4-difluoro-2-methoxyphenyl)-4,5-dimethyl-N-((1S,2R)-2-(1-methyl-1H-pyrazol-4-yl)cyclopropyl)-5-(trifluoromethyl)tetrahydrofuran-2-carboxamide